FC=1C=C(C=C(C1F)F)C1=C(C=CC=C1)NC(=O)C=1C(=NN(C1)C)C(F)F N-(3',4',5'-Trifluorobiphenyl-2-yl)-3-difluoromethyl-1-methyl-1H-pyrazole-4-carboxamide